[Br-].[In+3].[Ag+].[Br-].[Br-].[Br-] silver indium bromide